OC(C=C)C1=CC=CC=C1 3-hydroxy-3-phenyl-propene